C(C1CO1)OC1=CC=C(C=C)C=C1 4-glycidyloxystyrene